[3-(2-benzyloxy-ethyl)-5-bromo Methyl-2,4-dioxo-3,4-dihydro-2H-pyrimidin-1-yl]-acetate C(C1=CC=CC=C1)OCCN1C(N(C=C(C1=O)CBr)CC(=O)[O-])=O